DIAZAPORPHYRIN C1=CC2=NC1=CC3=NC(=CC4=NC(=CC5=NC(=C2)C=C5)NN4)C=C3